l-N-[4-[7-[1-(Difluoromethyl)pyrazol-4-yl]quinolin-4-yl]oxyphenyl]-l-N'-(4-fluorophenyl)-l-N'-methylcyclopropane-1,1-dicarboxamide FC(N1N=CC(=C1)C1=CC=C2C(=CC=NC2=C1)OC1=CC=C(C=C1)NC(=O)C1(CC1)C(=O)N(C)C1=CC=C(C=C1)F)F